C1(CC1)CN1CCN(C2=CC=CC=C12)C(CCN1CCCC1)=O 1-(4-(cyclopropylmethyl)-3,4-dihydroquinoxalin-1(2H)-yl)-3-(pyrrolidin-1-yl)propan-1-one